4-(5-(3,5-dichlorophenyl)-5-(trifluoromethyl)-4,5-dihydro-isoxazol-3-yl)-2-methyl-benzoyl chloride ClC=1C=C(C=C(C1)Cl)C1(CC(=NO1)C1=CC(=C(C(=O)Cl)C=C1)C)C(F)(F)F